2-(2-(3-Bromophenyl)-5-cyanonicotinoyl)-N-methylhydrazine-1-carbothioamide BrC=1C=C(C=CC1)C1=C(C(=O)NNC(NC)=S)C=C(C=N1)C#N